(7-Chloropyrazolo[1,5-a]pyridin-5-yl)-carbamic acid tert-butyl ester C(C)(C)(C)OC(NC1=CC=2N(C(=C1)Cl)N=CC2)=O